(R)-6-(2-hydroxy-2-(3'-(trifluoromethyl)-[1,1'-biphenyl]-3-yl)acetyl)-2-(1-(5-phenylpyridin-3-yl)cyclopropyl)-3,5,6,7,8,9-hexahydro-4H-pyrimido[5,4-c]azepin-4-one O[C@@H](C(=O)N1CC2=C(CCC1)N=C(NC2=O)C2(CC2)C=2C=NC=C(C2)C2=CC=CC=C2)C=2C=C(C=CC2)C2=CC(=CC=C2)C(F)(F)F